(±)-5-((4-(Aminomethyl)-3-((methylsulfinyl)methyl)phenyl)amino)-7-(cyclopropylamino)pyrazolo[1,5-a]pyrimidin NCC1=C(C=C(C=C1)NC1=NC=2N(C(=C1)NC1CC1)N=CC2)C[S@](=O)C |r|